C(C=C)C=1C(=CC=C2NCC(N(C12)C)=O)F 8-allyl-7-fluoro-1-methyl-3,4-dihydroquinoxalin-2(1H)-one